CN1N=CC(=C1C1=CC=2N(C=C1)N=C(C2)NC(=O)C2CC2)OC[C@@H]2N(C[C@H](C2)C2=CC=CC=C2)C N-[5-[2-methyl-4-[[(2R,4R)-1-methyl-4-phenyl-pyrrolidin-2-yl]methoxy]pyrazol-3-yl]pyrazolo[1,5-a]pyridin-2-yl]cyclopropanecarboxamide